CN1C2CCC(C1)(CC2)C=2SC1=C(N2)C=C(C=C1)[C@@H]1NC[C@H](CC1)C 2-(2-methyl-2-azabicyclo[2.2.2]octan-4-yl)-5-((2R,5S)-5-methylpiperidin-2-yl)benzo[d]thiazole